C[C@@H]1C[C@@]2([C@H]3CC[C@@]4([C@H](CC[C@H]4[C@@H]3CC[C@H]2CC1=O)OCCCCCC(=O)O)C)C 6-((2R,5S,8R,9S,10S,13S,14S,17S)-2,10,13-trimethyl-3-oxohexadecahydro-1H-cyclopenta[a]phenanthren-17-yloxy)hexanoic acid